2-((1-((1s,4S)-4-aminocyclohexyl)-2-methyl-propan-2-yl)amino)-1-(3-fluorophenyl)ethan-1-ol NC1CCC(CC1)CC(C)(C)NCC(O)C1=CC(=CC=C1)F